1-(3,5-difluorophenyl)-4-iodo-1H-pyrazole FC=1C=C(C=C(C1)F)N1N=CC(=C1)I